(3R,4R)-4-({4-[5-chloro-2-methyl-1-(propan-2-yl)-1H-benzimidazol-6-yl]-5-fluoropyrimidin-2-yl}amino)-1-(methylsulfonyl)piperidin-3-ol ClC1=CC2=C(N(C(=N2)C)C(C)C)C=C1C1=NC(=NC=C1F)N[C@H]1[C@@H](CN(CC1)S(=O)(=O)C)O